(6R)-6-{[7-bromo-2-(4-fluorophenyl)[1,2,4]triazolo[1,5-c]quinazolin-5-yl]amino}-1,4-diazepan-5-one BrC1=CC=CC=2C=3N(C(=NC12)N[C@H]1C(NCCNC1)=O)N=C(N3)C3=CC=C(C=C3)F